O[C@@H]1C[C@H](N(C1)C(=O)[C@@H](C(C)(C)C)NC(CCCCCCCCCC(=O)O)=O)C(NCC1=CC=C(C=C1)C1=C(N=CS1)C)=O 11-[[(1R)-1-[(2S,4R)-4-hydroxy-2-[[4-(4-methylthiazol-5-yl)phenyl]methylcarbamoyl]pyrrolidine-1-carbonyl]-2,2-dimethyl-propyl]amino]-11-oxo-undecanoic acid